di(isobutyl) ketone C(C(C)C)C(=O)CC(C)C